(3R,4S)-4-(benzo[c][1,2,5]oxadiazol-5-yloxy)-1-((2-fluoro-4-(trifluoromethyl)phenyl)sulfonyl)-3-(hydroxymethyl)pyrrolidin-3-ol N=1ON=C2C1C=CC(=C2)O[C@@H]2[C@](CN(C2)S(=O)(=O)C2=C(C=C(C=C2)C(F)(F)F)F)(O)CO